3-(bromomethyl)-2-methoxy-5-nitro-1,1'-biphenyl BrCC=1C(=C(C=C(C1)[N+](=O)[O-])C1=CC=CC=C1)OC